di(2-decyl-1-tetradecanol) thiodipropionate S(CCC(=O)O)CCC(=O)O.C(CCCCCCCCC)C(CO)CCCCCCCCCCCC.C(CCCCCCCCC)C(CO)CCCCCCCCCCCC